C(C)(C)(C)OOC(C)C#CC(C)OOC(C)(C)C 2,5-bis(t-butylperoxy)hexyne